N-{cyclooctyl-[5-(piperazin-1-ylmethyl)-1H-benzoimidazol-2-yl]methyl}-3-methyl-isoxazole-4-carboxamide C1(CCCCCCC1)C(NC(=O)C=1C(=NOC1)C)C1=NC2=C(N1)C=CC(=C2)CN2CCNCC2